C(C)(C)(C)OC(N=S(=O)(C)C1=CC(=CC=C1)NC(C1=C(N=CC(=C1C)C1=CC=CC=C1)N1CCC(CCC1)(F)F)=O)=O.C1(CCCCC1)S(=O)(=O)C1=C(N)C=CC=C1 2-(cyclohexylsulfonyl)aniline tert-butyl-((3-(2-(4,4-difluoroazepan-1-yl)-4-methyl-5-phenylnicotinamido)phenyl)(methyl)(oxo)-λ6-sulfaneylidene)carbamate